OC1CC2(CN(C2)C(=O)N2CC3(C2)NC(OC3)=O)C1 2-(6-hydroxy-2-azaspiro[3.3]heptane-2-carbonyl)-7-oxa-2,5-diazaspiro[3.4]octan-6-one